(S)-N-(((S)-7-hydroxy-2-methyl-1,2,3,4-tetrahydroisoquinolin-3-yl)methyl)-4,4-dimethyl-3-phenylpentanamide OC1=CC=C2C[C@H](N(CC2=C1)C)CNC(C[C@@H](C(C)(C)C)C1=CC=CC=C1)=O